ClC1([C@H]([C@@H]1C1=CC(=C(C=C1)Cl)Cl)C(=O)O)Cl |r| racemic-trans-2,2-dichloro-3-(3,4-dichlorophenyl)cyclopropane-carboxylic acid